β-(N,N-dimethylaminopropyl)aminopropylmethyldimethoxysilane CN(C)CCCNC(C[Si](OC)(OC)C)C